CC(C[N+](=C)[O-])CCCCCCCCC N-(2-methylundecyl)methanimine oxide